BrC1=CC=C(C=C1)C(C)=O 1-(4-bromophenyl)ethan-1-one